O(C1=CC=CC=C1)C1=CC=C(C=C1)[SH2+] 4-phenoxyphenylsulfonium